ClC=1C=C(C#N)C=C(C1)CCN1C(CC(C1)COC=1C=NC(=CC1)S(=O)(=O)C)C 3-chloro-5-{2-[4-{[(6-methanesulfonylpyridin-3-yl)oxy]methyl}-2-methylpyrrolidin-1-yl]ethyl}benzonitrile